2,5-dimethyl-2,5-bis(t-butyl-peroxy)-3-hexyne CC(C)(C#CC(C)(OOC(C)(C)C)C)OOC(C)(C)C